O=C1NC(CCC1N1C(C2=CC=C(C=C2C1=O)N1CCC(CC1)C(C=O)(C)C)=O)=O 2-(1-(2-(2,6-dioxopiperidin-3-yl)-1,3-dioxoisoindolin-5-yl)piperidin-4-yl)-2-methylpropanal